FC=1C=C(C=CC1)C=1N=C2N(C(C1)=O)C=CC=C2 2-(3-fluorophenyl)-4H-pyrido[1,2-a]pyrimidin-4-one